C(N)(=O)[C@@H]1C[C@@]2(CN1C(=O)OC(C)(C)C)C(NC=1N2N=C2C=CC(=CC12)Cl)=O t-butyl (3R,5'S)-5'-carbamoyl-8-chloro-2-oxo-1H-spiro[imidazo[1,2-b]indazole-3,3'-pyrrolidine]-1'-carboxylate